O1OC(CCC1)=O 1,2-dioxanone